di-n-butyl (1-t-butylbenzylidene)malonate C(C)(C)(C)C1(C=C(C(=O)OCCCC)C(=O)OCCCC)CC=CC=C1